(±)-binaphthol phosphate P(=O)(O)(O)OC=1C(=C2C=CC=CC2=CC1)C1=CC=CC2=CC=CC=C12